(Z)-1-(2-Fluoro-4-(1-(4-(trifluoromethoxy)phenyl)-1H-1,2,4-triazol-3-yl)phenyl)-3-(3-(1-methyl-1H-indol-4-yl)-4-oxothiazolidin-2-ylidene)urea FC1=C(C=CC(=C1)C1=NN(C=N1)C1=CC=C(C=C1)OC(F)(F)F)NC(=O)\N=C\1/SCC(N1C1=C2C=CN(C2=CC=C1)C)=O